NC1=NC=2C=NC(=CC2C2=C1COC2)C(=O)N(CC=2N=NC(=CC2)C(F)(F)F)C2CC(C2)(F)F 4-amino-N-(3,3-difluorocyclobutyl)-N-((6-(trifluoromethyl)-3-pyridazinyl)methyl)-1,3-dihydrofuro[3,4-c][1,7]naphthyridine-8-carboxamide